C(C)OC(=O)C=1C=NN(C1)CC1=C(C(=C(C=C1C)N1CC2CC2C1)C#N)Cl 1-[(4-{3-azabicyclo[3.1.0]hex-3-yl}-2-chloro-3-cyano-6-methylphenyl)methyl]-1H-pyrazole-4-carboxylic acid ethyl ester